[Si](C)(C)(C(C)(C)C)OCC1CC=2C(=NC(=CC2C)NCC2=C(C=C(C=C2)OC)OC)C1 6-[[tert-butyl(dimethyl)silyl]oxymethyl]-N-[(2,4-dimethoxyphenyl)methyl]-4-methyl-6,7-dihydro-5H-cyclopenta[b]pyridin-2-amine